(1R,3r)-3-((R)-amino(2,5-difluoro-4-(trifluoromethyl)phenyl)methyl)cyclobutan-1-ol N[C@H](C1CC(C1)O)C1=C(C=C(C(=C1)F)C(F)(F)F)F